(R)-6-chloro-3-(4-(tetrahydrofuran-3-yl)pyridin-2-yl)imidazo[1,2-B]pyridazine ClC=1C=CC=2N(N1)C(=CN2)C2=NC=CC(=C2)[C@@H]2COCC2